CC=1N=CC(=NC1C)C(O)C1=CC(=C(C=C1)F)C1=NC=NC2=CC(=CC=C12)N1CCOCC1 (5,6-Dimethyl-pyrazin-2-yl)-[4-fluoro-3-(7-morpholin-4-yl-quinazolin-4-yl)-phenyl]methanol